N1(CCN(CC1)CC=1OC=CC(C1O[Si](C1=CC=CC=C1)(C1=CC=CC=C1)C(C)(C)C)=O)CC=1OC=CC(C1O[Si](C1=CC=CC=C1)(C1=CC=CC=C1)C(C)(C)C)=O 2,2'-(piperazine-1,4-diylbis(methylene))bis(3-((tert-butyldiphenylsilyl)oxy)-4H-pyran-4-one)